2-(3-(((4-(2-((6-(4H-1,2,4-triazol-4-yl)-1H-indazol-4-yl)amino)ethoxy)butyl)amino)methyl)-5-chlorophenyl)acetonitrile N=1N=CN(C1)C1=CC(=C2C=NNC2=C1)NCCOCCCCNCC=1C=C(C=C(C1)Cl)CC#N